N-succinimidyl-3-[2-pyridyldithio]propionate C1(CCC(N1N1C(C=CC=C1)SSCCC(=O)[O-])=O)=O